benzyl 4-[4-[4-(aminomethyl)-3-methyl-phenyl]pyrrolo[2,1-f][1,2,4]triazin-6-yl]piperazine-1-carboxylate NCC1=C(C=C(C=C1)C1=NC=NN2C1=CC(=C2)N2CCN(CC2)C(=O)OCC2=CC=CC=C2)C